C(C)(=O)N(C=1SC2=C(C1C(=O)OC)CCC1(OCCO1)C2)CC2=C(C=CC=C2)C#N Methyl 2-[acetyl(2-cyanobenzyl)amino]-4,7-dihydro-5H-spiro[1-benzothiophene-6,2'-[1,3]dioxolane]-3-carboxylate